C1(CCC1)N[C@@H]1C[C@H](N(CC1)CC1=C2C=CNC2=C(C=C1OC)C)C1=CC=C(C(=O)O)C=C1 4-((2S,4S)-4-(Cyclobutylamino)-1-((5-methoxy-7-methyl-1H-indol-4-yl)methyl)piperidin-2-yl)benzoic acid